COC1=C(N)C=CC=C1C1=NN(C=N1)COCC[Si](C)(C)C 2-methoxy-3-(1-((2-(trimethylsilyl)ethoxy)methyl)-1H-1,2,4-triazol-3-yl)aniline